2-Bromo-6-(4-(2-fluorobenzyl)-4H-1,2,4-triazol-3-yl)pyridine BrC1=NC(=CC=C1)C1=NN=CN1CC1=C(C=CC=C1)F